Methylendiphenyldi-isocyanat C(C1=C(C=CC=C1)N=C=O)C1=C(C=CC=C1)N=C=O